1-[6-(2-methylbenzoyl)-9-ethylcarbazol-3-yl]-(3-cyclopentyl)-propane-1-one-oxime acetate C(C)(=O)O.CC1=C(C(=O)C=2C=C3C=4C=C(C=CC4N(C3=CC2)CC)C(C(C)C2CCCC2)=NO)C=CC=C1